3-(tert-Butyl)-N-(4-(2-(1-methyl-4-nitro-1H-pyrazol-3-yl)-3H-imidazo[4,5-b]pyridin-7-yl)-2-(trifluoromethyl)benzyl)-1,2,4-oxadiazole-5-carboxamide C(C)(C)(C)C1=NOC(=N1)C(=O)NCC1=C(C=C(C=C1)C1=C2C(=NC=C1)NC(=N2)C2=NN(C=C2[N+](=O)[O-])C)C(F)(F)F